C(C1=CC=CC=C1)OC([C@@H](N)C(C)(C)C=O)=O 3-formyl-L-valine benzyl ester